(R)-2-(m-methoxyphenyl)-2H-pyran COC=1C=C(C=CC1)[C@@H]1OC=CC=C1